CC(=C)C(=O)[O-] 2-methacrylic Acid